NCC=1C=CC(=NC1)N(C)C(CC)O ((5-(aminomethyl)pyridin-2-yl)(methyl)amino)propan-1-ol